9-(4-(7-((3,5-Dimethoxyphenyl)(2-(isopropylamino)ethyl)amino)quinoxalin-2-yl)-1H-pyrazole-1-yl)-N-hydroxynonanamide COC=1C=C(C=C(C1)OC)N(C1=CC=C2N=CC(=NC2=C1)C=1C=NN(C1)CCCCCCCCC(=O)NO)CCNC(C)C